6-bromo-2-chloro-3-hydrazineylquinoxaline BrC=1C=C2N=C(C(=NC2=CC1)Cl)NN